ethyl (1R,2S,3S,4R)-3-((2-(5-fluoro-1H-pyrazolo[3,4-b]pyridin-3-yl)-7-(methoxymethyl)pyrrolo[2,1-f][1,2,4]triazin-4-yl)amino)bicyclo[2.2.2]octane-2-carboxylate FC=1C=C2C(=NC1)NN=C2C2=NN1C(C(=N2)N[C@@H]2[C@H](C3CCC2CC3)C(=O)OCC)=CC=C1COC